tert-butyl 3-(4-hydroxy-1,3-dioxo-2,3-dihydro-1H-isoindol-2-yl)-2,6-dioxo-piperidine-1-carboxylate OC1=C2C(N(C(C2=CC=C1)=O)C1C(N(C(CC1)=O)C(=O)OC(C)(C)C)=O)=O